3-[4-hydroxy-3-(3-hydroxypropoxy)phenyl]-2-(4-hydroxybutoxy)-5-{4-[4-(4-methoxybutoxy)phenyl]phenyl}phenol OC1=C(C=C(C=C1)C=1C(=C(C=C(C1)C1=CC=C(C=C1)C1=CC=C(C=C1)OCCCCOC)O)OCCCCO)OCCCO